C(C)O[Si](OC(CC)(CC)CC)(OC(CC)CC)OCC diethoxy-(1-ethylpropoxy)-(1,1-diethylpropoxy)-silane